NC=1C=NC=CC1B(O)O 3-AMINOPYRIDINE-4-BORONIC ACID